NC[C@H]([C@@H](C(=O)O)NC([C@H](C)N)=O)CCCB(O)O (2S,3r)-3-(aminomethyl)-2-((S)-2-aminopropionamido)-6-dihydroxyboryl-hexanoic acid